7-((2-Ethoxy-2-oxoethyl)thio)-2-(3-iodophenyl)-2,5-dimethylheptanoic acid C(C)OC(CSCCC(CCC(C(=O)O)(C)C1=CC(=CC=C1)I)C)=O